2-(benzo[d]isoxazol-3-yl)acethydrazide O1N=C(C2=C1C=CC=C2)CC(=O)NN